BrCCCOC1=C(C2=C(SC(=C2)C(CCC(=O)OC)=O)C=C1OC)F methyl 4-(5-(3-bromopropoxy)-4-fluoro-6-methoxybenzo[b]thiophen-2-yl)-4-oxobutanoate